(1R,2R)-2-((4-(6-hydroxy-2-(4-methoxyphenyl)-1,2,3,4-tetrahydronaphthalen-1-yl)phenyl)piperazin-1-ylmethyl)cyclohexane-1-carbaldehyde OC=1C=C2CCC(C(C2=CC1)C1=CC=C(C=C1)C([C@H]1[C@@H](CCCC1)C=O)N1CCNCC1)C1=CC=C(C=C1)OC